N[C@H](C(=O)NC1=CC=C(C(=O)O)C=C1)CC1=CC=C(C=C1)NC(CCN(C)C)=O (S)-4-(2-amino-3-(4-(3-(dimethylamino)propionamido)phenyl)propionamido)benzoic acid